FC=1C=NN(C1)C1=C(C=C(C=C1)NC(CC1=CC=C(C=C1)O)=O)S(N)(=O)=O N-[4-(4-fluoro-1H-pyrazol-1-yl)-3-sulfamoylphenyl]-2-(4-hydroxyphenyl)acetamide